8-(1-(2-(1-adamantyl)-2-propoxycarbonyl)ethoxycarbonyl)-tetracyclo[4.4.0.12,5.17,10]-3-dodecene C12(CC3CC(CC(C1)C3)C2)C(C)(C)OC(=O)C(C)OC(=O)C2C3C1C4C=CC(C1C(C2)C3)C4